Heptadecan-9-yl 8-((2-hydroxyethyl)(6-((((3-pentyloctyl)oxy)carbonyl)oxy)hexyl) amino)octanoate OCCN(CCCCCCCC(=O)OC(CCCCCCCC)CCCCCCCC)CCCCCCOC(=O)OCCC(CCCCC)CCCCC